CCC(C=CCCCCCCC)=O dodec-4-en-3-one